C(C1=CC=CC=C1)N1C(=NC2=NC=C(C=C21)C=2C(=NOC2C)C)NCC2=NC=CN=C2 1-benzyl-6-(3,5-dimethylisoxazol-4-yl)-N-(pyrazin-2-ylmethyl)-1H-imidazo[4,5-b]pyridin-2-amine